BrC=1C(=CC2=C(CC(O2)C(=O)O)C1)F 5-bromo-6-fluoro-2,3-dihydrobenzofuran-2-carboxylic acid